OC1=C(C=C(C=O)C=C1C)C 4-hydroxy-3,5-dimethyl-benzaldehyde